C(C)(C)(C)OC(=O)N(NC(=O)OC(C)(C)C)C1(CCCCC1)C(=O)[O-] {[(tert-butoxy)carbonyl]({[(tert-butoxy)carbonyl]amino})amino}cyclohexane-1-carboxylate